(3S,4S)-1-(4-((3S,4S)-3-hydroxy-4-pentadecanamidopyrrolidine-1-carbonyl)benzoyl)-N3,N4-bis((1S,2R)-2-phenylcyclopropyl)pyrrolidine-3,4-dicarboxamide O[C@H]1CN(C[C@@H]1NC(CCCCCCCCCCCCCC)=O)C(=O)C1=CC=C(C(=O)N2C[C@H]([C@@H](C2)C(=O)N[C@@H]2[C@H](C2)C2=CC=CC=C2)C(=O)N[C@@H]2[C@H](C2)C2=CC=CC=C2)C=C1